(3S,4S)-4-((5-fluoropyridin-2-yl)methoxy)-1-(5-(methylamino)nicotinyl)pyrrolidine FC=1C=CC(=NC1)CO[C@H]1CCN(C1)CC1=CN=CC(=C1)NC